N-(8-Fluoro-2-methylimidazo[1,2-a]pyridin-6-yl)-2-methoxy-6-(piperazin-1-yl)nicotinamide FC=1C=2N(C=C(C1)NC(C1=C(N=C(C=C1)N1CCNCC1)OC)=O)C=C(N2)C